3-(5-(aminomethyl)-1-oxoisoindolin-2-yl)piperidine-2,6-dione, hydrochloride Cl.NCC=1C=C2CN(C(C2=CC1)=O)C1C(NC(CC1)=O)=O